C(C)OC(=O)C=1N=CN(C1C)C=1C=NC(=CC1)C 5-methyl-1-(6-methylpyridin-3-yl)-1H-imidazole-4-carboxylic acid ethyl ester